3-(7-bromo-4-(methylsulfonyl)-1-oxoisoindolin-2-yl)piperidine-2,6-dione BrC=1C=CC(=C2CN(C(C12)=O)C1C(NC(CC1)=O)=O)S(=O)(=O)C